(R)-1-(5-chloro-2-((6-methoxy-2-methyl-1,2,3,4-tetrahydroisoquinolin-7-yl)amino)pyrimidin-4-yl)indoline-3-carboxylic acid ClC=1C(=NC(=NC1)NC1=C(C=C2CCN(CC2=C1)C)OC)N1C[C@@H](C2=CC=CC=C12)C(=O)O